[(2R,3S)-7-(6-tert-Butyl-5-methyl-pyrrolo[2,3-b]pyrazin-3-yl)-3-(cyclobutylmethyl)-3,4,5,6-tetrahydro-2H-azepin-2-yl]methanol C(C)(C)(C)C1=CC=2C(=NC(=CN2)C=2CCC[C@H]([C@@H](N2)CO)CC2CCC2)N1C